FC(C=1C=C(C=C(C1)C(F)(F)F)CC(=O)NN1C(=NC2=CC=CC=C2C1=O)N(C)CCOC)(F)F 2-(3,5-Bis-trifluoromethyl-phenyl)-N-{2-[(2-methoxy-ethyl)-methyl-amino]-4-oxo-4H-quinazolin-3-yl}-acetamide